BrC=1C=CC=C2N\C(\CN(C12)C)=N/NC (Z)-8-bromo-1-methyl-3-(2-methylhydrazineylidene)-1,2,3,4-tetrahydroquinoxaline